C(C)(=O)O[C@@H](COC1=CC=C(C=C1)C(C)(C)C1=CC(=C(C(=C1)Cl)OC[C@H](CCl)OC(C)=O)Cl)COC (R)-1-(4-(2-(4-((R)-2-acetoxy-3-chloropropoxy)-3,5-dichlorophenyl)propan-2-yl)phenoxy)-3-methoxypropan-2-yl acetate